ethyl N-[4-chloro-3-[(1-cyanocyclopropyl)-ethoxycarbonyl-carbamoyl]-phenyl]-N-[5-(3,5-dichlorophenyl)-5-(trifluoro-methyl)-4H-isoxazol-3-yl]carbamate ClC1=C(C=C(C=C1)N(C(OCC)=O)C1=NOC(C1)(C(F)(F)F)C1=CC(=CC(=C1)Cl)Cl)C(N(C(=O)OCC)C1(CC1)C#N)=O